diphenyl-N,N'-bis-[4-(phenyl-m-toluidino)-phenyl]-biphenyl-4,4'-diamine C1(=CC=CC=C1)C=1C(=C(C=CC1NC1=CC=C(C=C1)NC=1C(=C(C=CC1)C)C1=CC=CC=C1)C1=CC=C(C=C1)NC1=CC=C(C=C1)NC=1C(=C(C=CC1)C)C1=CC=CC=C1)C1=CC=CC=C1